BrC1=C(C=NC=2NC=3CC(NC(C3C(C21)(C2=CC=CC=C2)C)=O)(C)C)I 4-bromo-3-iodo-5,8,8-trimethyl-5-phenyl-9,10-dihydro-7H-pyrido[2,3-b][1,6]naphthyridin-6-one